N1(C=CC=2C1=NC=CC2)C2=NC(=NC=C2)NC=2C(=CC(=C(C2)NC(\C=C\CN2CCOCC2)=O)N)OC (E)-N-(5-((4-(1H-pyrrolo[2,3-b]pyridin-1-yl)pyrimidin-2-yl)amino)-2-amino-4-methoxyphenyl)-4-morpholinobut-2-enamide